methyl (3-bromo-7-(butylamino)-1-(4-(chloro-methyl)-2-methoxybenzyl)-1H-pyrazolo[4,3-d]pyrimidin-5-yl)carbamate BrC1=NN(C2=C1N=C(N=C2NCCCC)NC(OC)=O)CC2=C(C=C(C=C2)CCl)OC